FC=1C=CC(=C(C1)C(C)=O)OCC1=CC=C(C=C1)OC 1-(5-fluoro-2-((4-methoxybenzyl)oxy)phenyl)ethan-1-one